FC(=CC(F)(F)F)F 1,1,3,3,3-PENTAFLUORoPROPEN